(Z)-1-((3-(4-cyanophenyl)-4-phenyl-4,5-dihydro-1H-pyrazol-1-yl)(((4-(trifluoromethyl)phenyl)sulfonyl)imino)methyl)-4-(dimethylamino)pyridin-1-ium C(#N)C1=CC=C(C=C1)C1=NN(CC1C1=CC=CC=C1)\C(\[N+]1=CC=C(C=C1)N(C)C)=N/S(=O)(=O)C1=CC=C(C=C1)C(F)(F)F